(R)-5-bromo-N-(1-cyclobutyl-2-(phenylamino)ethyl)-2,4-difluorobenzenesulfonamide BrC=1C(=CC(=C(C1)S(=O)(=O)N[C@@H](CNC1=CC=CC=C1)C1CCC1)F)F